CC1=NN(C(=C1B1OC(C(O1)(C)C)(C)C)C)CC#N 2-(3,5-dimethyl-4-(4,4,5,5-tetramethyl-1,3,2-dioxaborolan-2-yl)-1H-pyrazol-1-yl)acetonitrile